NC=1C=C(C=C(C1)C(F)(F)F)C(C)NC1=NC(=NC2=CC(=C(C=C12)C1CCC(CC1)C(=O)O)OC)C 4-(4-((1-(3-amino-5-(trifluoromethyl)phenyl)ethyl)amino)-7-methoxy-2-methyl-quinazolin-6-yl)cyclohexane-1-carboxylic acid